CC1=C(C2=C(N=CN=C2NC2(CC2)C)O1)C(=O)N1CCN(CC1)C1=CC=CC=C1 (6-Methyl-4-((1-methylcyclopropyl)amino)furo[2,3-d]pyrimidin-5-yl)(4-phenylpiperazin-1-yl)methanone